C(C#C)OC1=CC=C(\C=C/2\C(C3=CC=CC=C3CC2)=O)C=C1 (E)-2-(4-(prop-2-yn-1-yloxy)benzylidene)-3,4-dihydronaphthalen-1(2H)-one